C(CC(=C)C)C1=C2NC=NC2=NC=N1 6-isopentenylpurine